C(=O)(O)C1=CC=C(C=C1)C=1C2=CC=C(N2)C(=C2C=CC(C(=C3C=CC(=C(C=4C=CC1N4)C4=CC=C(C=C4)C(=O)O)N3)C3=CC=C(C=C3)C(=O)O)=N2)C2=CC=C(C=C2)C(=O)O 5,10,15,20-tetrakis(4-carboxyphenyl)porphine